O[C@@H](C)C=1N(C=CN1)CC1=NOC(=C1)C1=CC=C(C=C1)C#CC=1C=CC(=NC1)C(C)=O (S)-1-(5-((4-(3-((2-(1-hydroxyethyl)-1H-imidazol-1-yl)methyl)isoxazol-5-yl)phenyl)ethynyl)pyridin-2-yl)ethan-1-one